FC1=C(OC2CCN(CC2)C=2N=C3C(=NC2C=2C=NNC2)CN(CC3)C(C)=O)C=CC(=C1)F 1-(2-(4-(2,4-difluorophenoxy)piperidin-1-yl)-3-(1H-pyrazol-4-yl)-7,8-dihydropyrido[3,4-b]pyrazin-6(5H)-yl)ethan-1-one